4-(3-(4-(3-oxa-9-azabicyclo[3.3.1]non-6-en-7-yl)-1H-imidazol-2-yl)-1H-indazol-6-yl)-3-ethylphenol C12COCC(C=C(C1)C=1N=C(NC1)C1=NNC3=CC(=CC=C13)C1=C(C=C(C=C1)O)CC)N2